CC(C[C@H]1C(C[C@H]2N(CCC3=CC=C(C=C23)OC)C1)=O)(C)C (2S,3R,11bR)-3-(2,2-dimethylpropyl)-10-methoxy-1H,2H,3H,4H,6H,7H,11bH-pyrido[2,1-a]isoquinolin-2-one